C(C)(C)(C)OC(=O)NC1=CC=C(C=C1)C1=NN=C(N=N1)C1=CC(=C(C=C1)NC(OC(C)(C)C)=O)CN1CCCCC1 tert-butyl N-[4-[6-[4-(tert-butoxycarbonylamino)phenyl]-1,2,4,5-tetrazin-3-yl]-2-(1-piperidylmethyl)phenyl]carbamate